2-((2-chlorophenyl)thio)-N-(3,4-dimethoxybenzyl)acetamide 3-methyl-5,6-difluoroindoline-1,3-dicarboxylate CC1(CN(C2=CC(=C(C=C12)F)F)C(=O)O)C(=O)O.ClC1=C(C=CC=C1)SCC(=O)NCC1=CC(=C(C=C1)OC)OC